C(C)(=O)C=1C(=C(C(N(C1C)C1=CC=C(C=C1)F)=O)C(=O)NC1=CC(=C(C=C1)OC1=CC=NC2=CC(=CN=C12)OC)F)C 5-Acetyl-N-[3-fluoro-4-[(7-methoxy-1,5-naphthyridin-4-yl)oxy]phenyl]-1-(4-fluorophenyl)-4,6-dimethyl-2-oxopyridine-3-carboxamide